5,N,N-trimethyltryptamine CC1=CC=C2NC=C(CCN(C)C)C2=C1